CCOC(=O)[C@@H]1N(C[C@H](CC1)NC(=O)OCC1=CC=CC=C1)C(=O)OC(C)(C)C (2R,5S)-5-{[(benzyloxy)carbonyl]amino}piperidine-1,2-dicarboxylic acid 1-tert-butyl 2-ethyl ester